1-(2-(7H-pyrrolo[2,3-d]pyrimidine-4-carbonyl)-2-azaspiro[3.3]heptan-6-yl)-3-(4-bromopyridin-2-yl)-1-methylurea N1=CN=C(C2=C1NC=C2)C(=O)N2CC1(C2)CC(C1)N(C(=O)NC1=NC=CC(=C1)Br)C